2-amino-4,6-dimercapto-1,3,5-triazine NC1=NC(=NC(=N1)S)S